COC=1C=C2C(C(N(C2=CC1)C(=O)OC(C)(C)C)=O)C1=CC=CC=C1 tert-butyl 5-methoxy-2-oxo-3-phenylindoline-1-carboxylate